C(CO[C@H]1[C@@H]([C@H]([C@@H]([C@H](O1)C(=O)O)O)O)O)N The molecule is a beta-D-glucoside that is the 2-aminoethyl glycoside of the monosaccharide derivative beta-D-glucopyranuronic acid. It is a beta-D-glucoside and a monosaccharide derivative.